1,3,5-trimethyl-chlorophthalic acid chloride CC1(C(=O)Cl)C(C(=O)Cl)C(=C(C(=C1)C)Cl)C